methyl (2E)-2-methyl-2-hexenoate C/C(/C(=O)OC)=C\CCC